C(C)C(CCCCC)OC(C=C)=O acrylic acid ethylhexyl ester